FC1(CCN(CC1)C(=O)C=1C=C2C=CC=C(C2=CC1)C=1C=C2CNC(C2=CC1)=O)F 5-[6-(4,4-difluoropiperidine-1-carbonyl)-1-naphthyl]isoindolin-1-one